morpholinoethanone prop-2-enyl-(3R)-3-[[(2S)-2-cyclohexyl-2-[9H-fluoren-9-ylmethoxycarbonyl(methyl)amino]acetyl]-methylamino]butanoate C(C=C)OC(C[C@@H](C)N(C)C([C@@H](N(C)C(=O)OCC1C2=CC=CC=C2C=2C=CC=CC12)C1CCCCC1)=O)=O.O1CCN(CC1)C(C)=O